(trifluoromethoxy)piperidine FC(ON1CCCCC1)(F)F